(7-(3-aminophenyl)pyrazolo[1,5-a]pyridin-3-yl)(piperidin-1-yl)methanone NC=1C=C(C=CC1)C1=CC=CC=2N1N=CC2C(=O)N2CCCCC2